C(C)(C)(C)OC(=O)N1CC(C1)N1C(NC(C1)=O)=O 1-(1-tert-butoxycarbonyl-azetidin-3-yl)-2,4-imidazolinedione